o-xylylenediethoxide C=1(C(=CC=CC1)CC([O-])C)CC([O-])C